O1CCN(CC1)C1=CC(=NC=2N1N=C(C2)C2=CC=NC=C2)OCC(=O)C=2C=C(C=CC2)C 2-((7-morpholino-2-(pyridin-4-yl)pyrazolo[1,5-a]pyrimidin-5-yl)oxy)-1-(m-tolyl)ethan-1-one